2-cyclopropanecarboxylate C1C(C1)C(=O)[O-]